2,6-di-O-galloyl-β-D-glucose C(C1=CC(O)=C(O)C(O)=C1)(=O)O[C@H]1[C@H](O)O[C@@H]([C@H]([C@@H]1O)O)COC(C1=CC(O)=C(O)C(O)=C1)=O